C(C1=CC=CC=C1)OC=1C(=NC=C(C1)Br)C=O 3-(benzyloxy)-5-bromopyridine-2-carbaldehyde